tert-butyl (1R,3R,5R)-3-((4-(5-fluoropyrimidin-2-yl)-5-(trifluoromethyl)pyridin-2-yl)carbamoyl)-2-azabicyclo[3.1.0]hexane-2-carboxylate FC=1C=NC(=NC1)C1=CC(=NC=C1C(F)(F)F)NC(=O)[C@@H]1N([C@@H]2C[C@@H]2C1)C(=O)OC(C)(C)C